Chloro[(S,S)-N-[2-(3-phenylpropyl)amino-1,2-diphenylethyl]-methanesulfonamide] ruthenium (II) [Ru+2].ClCS(=O)(=O)N[C@H]([C@H](C1=CC=CC=C1)NCCCC1=CC=CC=C1)C1=CC=CC=C1